NC([C@H](CO)NC(=O)C1=C(OC2=C1C=C(C=C2)OCC2=NN(C=C2)C)C)=O (S)-N-(1-Amino-3-hydroxy-1-oxopropan-2-yl)-2-methyl-5-((1-methyl-1H-pyrazol-3-yl)methoxy)benzofuran-3-carboxamide